BrC=1C(=C(C=C(C1)F)C(CC)S(=O)(=O)N)F (3-bromo-2,5-difluorophenyl)propane-1-sulfonamide